B(OC(C)=O)(OC(C)=O)OB(OC(C)=O)OC(C)=O tetraacetyl diborate